N(=C=O)[C@H](C(=O)OC)COC(C)(C)C methyl (S)-2-isocyanato-3-tertiary-butoxypropionate